C1(=CC=CC=C1)C=1N=C(NC1)C=O 4-PHENYL-1H-IMIDAZOLE-2-CARBALDEHYDE